C1(=CC=CC=C1)C1=CC(=NC=C1)CO (4-phenyl)-(pyridin-2-yl)-methanol